FC1=CC(=CC=2N(C(=NC21)C)C(C)C)C2=NC(=NC=C2C#N)S(=O)(=O)C 4-[4-fluoro-2-methyl-1-(propan-2-yl)-1H-benzimidazol-6-yl]-2-(methanesulfonyl)pyrimidine-5-carbonitrile